C(#N)CC1=CC=CC(=N1)C(=O)NC=1C(=CC=2N(C1)C=C(N2)CCC(C)(C)O)OC 6-(cyanomethyl)-N-[2-(3-hydroxy-3-methyl-butyl)-7-methoxy-imidazo[1,2-a]pyridin-6-yl]pyridine-2-carboxamide